C(CCCCCCCCC)C=1C(=C(C=CC1)OC(NC1=CC=CC=C1)=S)CCCCCCCCCC N-phenylthiocarbamic acid (didecylphenyl) ester